2,4-dimethylbenzylthiourethane CC1=C(CNC(=S)OCC)C=CC(=C1)C